tert-butyl (5-(2-(1-(2-hydroxyethyl)-1H-pyrazol-4-yl)pyrazolo[5,1-b]thiazole-7-carboxamido)-6-methylpyridin-3-yl)carbamate OCCN1N=CC(=C1)C1=CN2C(S1)=C(C=N2)C(=O)NC=2C=C(C=NC2C)NC(OC(C)(C)C)=O